BrC=1C(=CC(=NC1)NCC(C)(C)C)C(F)F 5-bromo-4-(difluoromethyl)-N-neopentyl-pyridin-2-amine